6-((2-methoxyethoxy)-methyl)quinoline-4-carboxylic acid COCCOCC=1C=C2C(=CC=NC2=CC1)C(=O)O